C(C)OC(=O)[C@H]1C[C@H](CCC1)C(NC1=NC=C(C(=C1)I)C)=O (1R,3S)-3-[(4-iodo-5-methyl-2-pyridyl)carbamoyl]Cyclohexanecarboxylic acid ethyl ester